ClCCN(CCCCCC(=O)OCC(CCCCCCCC)CCCCCC)CCCCCC(=O)OCC(CCCCCCCC)CCCCCC 1,1'-bis(2-hexyldecyl) 6,6'-[(2-chloroethyl)imino]bis[hexanoate]